N,N-dimethyl-4-(2-((3-(4-methylpiperazin-1-yl)phenyl)amino)quinazolin-8-yl)benzenesulfonamide CN(S(=O)(=O)C1=CC=C(C=C1)C=1C=CC=C2C=NC(=NC12)NC1=CC(=CC=C1)N1CCN(CC1)C)C